rac-isoeugenol C=1(C(O)=CC=C(C=CC)C1)OC